CC1=CC=C(OCC=O)C=C1 (4-methylphenoxy)-acetaldehyde